[N+](=O)([O-])C1=C(C=C(C(=C1)OC)OC)C(CN)N 1-(2-Nitro-4,5-dimethoxyphenyl)-1,2-diaminoethane